1-(4-(2-Chlorophenyl)-3,4-dihydroquinoxalin-1(2H)-yl)-2-(4-methylpiperazin-1-yl)ethan-1-one methyl-3-amino-4-bromo-6-iodo-2-nitrobenzoate COC(C1=C(C(=C(C=C1I)Br)N)[N+](=O)[O-])=O.ClC1=C(C=CC=C1)N1CCN(C2=CC=CC=C12)C(CN1CCN(CC1)C)=O